C1(=CC=CC=C1)[C@H]1[C@H](C1)N(C(OC(C)(C)C)=O)C1CCNCC1 Tert-butyl ((1S,2S)-2-phenylcyclopropyl)(piperidin-4-yl)carbamate